4-[2-chloro-5-(methylthio)phenyl]-1-methyl-1H-pyrazol-3-amine ClC1=C(C=C(C=C1)SC)C=1C(=NN(C1)C)N